FC=1C=C(C=C(C1)F)C(C)N1N=CC(=C1)B1OC(C(O1)(C)C)(C)C 1-(1-(3,5-difluorophenyl)ethyl)-4-(4,4,5,5-tetramethyl-1,3,2-dioxaborolan-2-yl)-1H-pyrazole